1,5-diazabicyclo-(4.3.0)-nonen N12C=CCNC2CCC1